diazacyclononatetraene-9-carboxamide N1=NC=CC=CC=CC1C(=O)N